The molecule is a dipeptide composed of glycine and L-tyrosine joined by a peptide linkage. It has a role as a metabolite. It derives from a glycine and a L-tyrosine. C1=CC(=CC=C1C[C@@H](C(=O)O)NC(=O)CN)O